tert-butyl 4-{4-[(4-{1-[(tert-butoxy)carbonyl]-1,2,3,6-tetrahydropyridin-4-yl}-3-methoxyphenyl)carbamoyl]-2,5-difluorophenyl}-1,2,3,6-tetrahydropyridine-1-carboxylate C(C)(C)(C)OC(=O)N1CCC(=CC1)C1=C(C=C(C=C1)NC(=O)C1=CC(=C(C=C1F)C=1CCN(CC1)C(=O)OC(C)(C)C)F)OC